but-3-yn-1-yl p-toluenesulfonate CC1=CC=C(C=C1)S(=O)(=O)OCCC#C